P(OCC1=CC=CC=C1)(OCCC1CCN(CC1)C1=CC2=C(C(N(N=C2)C)=O)C(=N1)OCC1=CC=CC=C1)=O benzyl (2-(1-(5-(benzyl oxy)-3-methyl 4-oxo-3,4-dihydropyrido[3,4-d]pyridazin-7-yl)piperidin-4-yl)ethyl) phosphonate